((5-(4-aminoquinazolin-6-yl)thiazol-2-yl)methylamino)-N-(3,4-difluorobenzyl)nicotinamide NC1=NC=NC2=CC=C(C=C12)C1=CN=C(S1)CNC1=C(C(=O)NCC2=CC(=C(C=C2)F)F)C=CC=N1